1,5-dimethylaminoanthraquinone CNC1=CC=CC=2C(C3=C(C=CC=C3C(C12)=O)NC)=O